FC1=CC2=C(N=C(O2)I)C=C1C(=O)OC methyl 6-fluoro-2-iodo-1,3-benzoxazole-5-carboxylate